OC1=C(CS(=O)(=O)[O-])C=C(C=C1)[N+](=O)[O-].[Na+] sodium 2-hydroxy-5-nitro-α-toluenesulfonate